(3R)-N-[3-[8-[2-[2-(2-aminoethoxy)ethoxy]ethyl]-2-(cyclopropylmethylamino)-7-oxopyrido[2,3-d]pyrimidin-6-yl]-2,4-difluorophenyl]-3-fluoropyrrolidine-1-sulfonamide NCCOCCOCCN1C(C(=CC2=C1N=C(N=C2)NCC2CC2)C=2C(=C(C=CC2F)NS(=O)(=O)N2C[C@@H](CC2)F)F)=O